5-(4-(4-(ethylamino)-5-(trifluoromethyl)pyrimidin-2-ylamino)-3-methyl-1H-pyrazol-1-yl)-1-methylpiperidin-2-one C(C)NC1=NC(=NC=C1C(F)(F)F)NC=1C(=NN(C1)C1CCC(N(C1)C)=O)C